IC1=CC2=C(CCC3=C(CC2)C=C(C=C3)I)C=C1 2,9-diiodo-dibenzo[a,e]cyclooctane